C(#N)C1=CC(=C(C=C1)COC1=NN(C=C1)C1=CC(=C(C=C1C)CC(=O)O)F)F 2-[4-[3-[(4-cyano-2-fluoro-phenyl)methoxy]pyrazol-1-yl]-2-fluoro-5-methyl-phenyl]acetic acid